tert-butyl 4-chloro-6-(isopropyl(methyl)amino)-1-oxo-1,3-dihydro-2H-pyrrolo[3,4-c]pyridine-2-carboxylate ClC1=NC(=CC2=C1CN(C2=O)C(=O)OC(C)(C)C)N(C)C(C)C